(1H-indol-3-yl)-6,6-dimethyl-5-oxo-4-(thiophen-3-ylmethyl)-5,6-dihydro-4H-thieno[3,2-b]pyrrole-2-carboxamide N1C=C(C2=CC=CC=C12)C1=C(SC2=C1N(C(C2(C)C)=O)CC2=CSC=C2)C(=O)N